((Di-tert-butoxyphosphoryl)oxy)methyl 5-(1-(2-amino-2-oxoethyl) piperidin-4-yl)-2-(7,8-dimethyl-[1,2,4]triazolo[1,5-a]pyridin-6-yl)-3-isopropyl-1H-indole-1-carboxylate NC(CN1CCC(CC1)C=1C=C2C(=C(N(C2=CC1)C(=O)OCOP(=O)(OC(C)(C)C)OC(C)(C)C)C=1C(=C(C=2N(C1)N=CN2)C)C)C(C)C)=O